2-[4-(1-amino-4-methylphthalazin-6-yl)-3-methoxyphenyl]ethan-1-ol NC1=NN=C(C2=CC(=CC=C12)C1=C(C=C(C=C1)CCO)OC)C